(2-ethylbutyl)octane-1,8-diamine C(C)C(CC(CCCCCCCN)N)CC